(((tert-butyldimethylsilyl)oxy)methyl)-6'-methylenehexahydrospiro[cyclopropane-1,3'-pyrrolizine] [Si](C)(C)(C(C)(C)C)OCC1CC2(N3CC(CC13)=C)CC2